N1=C(N=C(C=C1)N1C(C2=C(C=C(C=C2C1CC)Cl)F)=O)C1=NC=CC=N1 2-([2,2'-bipyrimidin]-4-yl)-5-chloro-3-ethyl-7-fluoroisoindolin-1-one